[Br-].[Br-].C(CCCCCCCCC[N+]1=CC(=C(C=C1)\C=C\C1=CC=C(C=C1)N(C)CCC#N)C)[N+]1=CC(=C(C=C1)\C=C\C1=CC=C(C=C1)N(C)CCC#N)C 1,1'-(decane-1,10-diyl)bis{4-{(E)-4-[(2-cyanoethyl)methylamino]styryl}-3-methylpyridin-1-ium} dibromide